C(C)(C)(C)OC(=O)NC1=CC=C(C=C1)CCCO 3-(4-tert-butoxycarbonylaminophenyl)propanol